FC1=CC=C(C=C1)S(=O)(=O)N1C[C@@H](CC2=CC=CC=C12)C(=O)O |r| (±)-1-((4-fluorophenyl)sulfonyl)-1,2,3,4-tetrahydroquinoline-3-carboxylic acid